[Zn].[Hg].CC1=CC=C(C(=O)OCCC)C=C1 1-(4-methylbenzoyloxy)propane mercury zinc